(R)-3,5-dimethyl-2-(4-((1-methylpiperidin-3-yl)amino)pyrrolo[1,2-d][1,2,4]triazin-1-yl)phenol CC=1C(=C(C=C(C1)C)O)C=1C=2N(C(=NN1)N[C@H]1CN(CCC1)C)C=CC2